ClC1=NC2=C3C(OC[C@@H]4CC5C(CCN24)C5(F)F)=NC(=C(C3=N1)F)Cl (8aS)-2,5-Dichloro-4,10,10-trifluoro-8,8a,9,9a,10,10a,11,12-octahydro-7-oxa-1,3,6,12a-tetraazacyclopropa[h]naphtho[1,8-ab]heptalene